N=1C=CN2C1C=CC(=C2)C=2C=CN1N=C(N=CC12)N[C@@H]1C[C@@H](C1)NC cis-N1-(5-(imidazo[1,2-a]pyridin-6-yl)pyrrolo[2,1-f][1,2,4]triazin-2-yl)-N3-methylcyclobutane-1,3-diamine